C(C)(C)NC=1N=C(C2=C(N1)N=CC=C2)NCC=2C=NC(=CC2)C(F)(F)F N2-isopropyl-N4-((6-(trifluoromethyl)pyridin-3-yl)methyl)pyrido[2,3-d]pyrimidine-2,4-diamine